2-bromo-1-(2,4-dimethoxyphenyl)ethan-1-one BrCC(=O)C1=C(C=C(C=C1)OC)OC